((2S,5S)-5-(azidomethyl)-5-hydroxytetrahydro-2H-pyran-2-yl)((S)-1-(4-fluorophenyl)-3,4-dihydroisoquinolin-2(1H)-yl)methanone N(=[N+]=[N-])C[C@]1(CC[C@H](OC1)C(=O)N1[C@H](C2=CC=CC=C2CC1)C1=CC=C(C=C1)F)O